C(#N)C1=CC=C(OCC2=CC(=CC(=C2)C(C)(C)C)COC2=CC=C(C=C2)C#N)C=C1 1,3-bis(4-cyano-phenoxymethyl)-5-(tert-butyl)benzene